CC=1C=C(C=C(C1)C)C1=CC=C(C=2C3=CC=CC=C3NC12)[SeH] 3,5-dimethylphenylcarbazole-4-selenol